ClC1=C(C=CC(=C1)Cl)C1=C(C2=C(OCC1)C=CC=C2)C2=CC=C(C=C2)C=C2CN(C2)CCCF 4-(2,4-Dichlorophenyl)-5-(4-((1-(3-fluoropropyl)azetidin-3-yliden)methyl)phenyl)-2,3-dihydrobenzo[b]oxepin